FC1=CC=CC2=C1CC/C=C/CN1C(C=3N(N(C2C2=NC(=CC=C2)F)C1)C=CC(C3O)=O)=O (E)-12-fluoro-16-(6-fluoropyridin-2-yl)-4-hydroxy-7,10,11,16-tetrahydro-6,17-methanobenzo[k]pyrido[1,2-b][1,2,5]triazacyclotridecine-3,5-dione